4-[(2R)-3-(3,4-dihydro-1H-isoquinolin-2-yl)-2-hydroxy-propyl]-8-[(1-methyl-3-piperidyl)methoxy]-2,3-dihydro-1,4-benzoxazepin-5-one C1N(CCC2=CC=CC=C12)C[C@H](CN1CCOC2=C(C1=O)C=CC(=C2)OCC2CN(CCC2)C)O